tert-butyl-4-(4-bromo-2-fluorophenoxy)piperidine C(C)(C)(C)N1CCC(CC1)OC1=C(C=C(C=C1)Br)F